CS(=O)(=O)OCCCCCCNC(=O)C1=CC=C(C=N1)C=1SC=CN1 2-(6-((6-((methylsulfonyl)oxy)hexyl)carbamoyl)pyridine-3-yl)thiazole